N-carbamoyl-benzamide dihydrochloride Cl.Cl.C(N)(=O)NC(C1=CC=CC=C1)=O